(S)-3-(1-(5-(2-hydroxyethoxy)pyridin-3-yl)pyrrolidin-3-yl)-4-methyl-N-(5-(trifluoromethyl)pyridin-3-yl)benzamide OCCOC=1C=C(C=NC1)N1C[C@@H](CC1)C=1C=C(C(=O)NC=2C=NC=C(C2)C(F)(F)F)C=CC1C